O1[C@H](COCC1)C=1C2=C(C(=NC1)OC)N=C(S2)NC(=O)N2CC1(CC2)CCOCC1 8-Oxa-2-aza-spiro[4.5]decane-2-carboxylic acid ((S)-7-[1,4]dioxan-2-yl-4-methoxy-thiazolo[4,5-c]pyridin-2-yl)-amide